N-((1,2,3,5,6,7-Hexahydro-s-indacen-4-yl)carbamoyl)-1-(2-(trifluoromethyl)phenyl)methanesulfonamide, Sodium Salt [Na].C1CCC2=C(C=3CCCC3C=C12)NC(=O)NS(=O)(=O)CC1=C(C=CC=C1)C(F)(F)F